O=C1NCCC2=C1C=C(N2)C2=C(C=NC=C2)OC[C@H]2N(CCC2)C(=O)OC(C)(C)C tert-butyl (2S)-2-{[(4-{4-oxo-1H,5H,6H,7H-pyrrolo[3,2-c]pyridin-2-yl}pyridin-3-yl)oxy]methyl}pyrrolidine-1-carboxylate